Isoxazolesulfonamide O1N=C(C=C1)S(=O)(=O)N